OC1=C(C=C(C=C1)COC(C=C)=O)N1N=C2C(=N1)C=CC=C2 2-[2-hydroxy-5-(acryloyloxymethyl)phenyl]-2H-benzotriazole